N-(4-methoxy-2-(4-methylpiperazin-1-yl)-5-((6-(3-(3-(thiophen-2-yl)-phenyl)isoxazolidin-2-yl)pyrimidin-4-yl)amino)-phenyl)acrylamide COC1=CC(=C(C=C1NC1=NC=NC(=C1)N1OCCC1C1=CC(=CC=C1)C=1SC=CC1)NC(C=C)=O)N1CCN(CC1)C